3-({[(3S)-6-[(4-cyclopropylphenyl)(methyl)amino]-2,3-dihydro-1-benzofuran-3-yl]methyl}amino)pyridine-4-carboxylic acid methyl ester COC(=O)C1=C(C=NC=C1)NC[C@H]1COC2=C1C=CC(=C2)N(C)C2=CC=C(C=C2)C2CC2